BrC=1C=NC(=NC1)NC(C1=CC=C(C=C1)F)=O N-(5-bromopyrimidin-2-yl)-4-fluorobenzamide